OC(CCCCC(C)C)C1C(=O)OCC1CO racemic-2-(1'-hydroxy-6-methylheptyl)-3-(hydroxymethyl)-butanolide